6-(methacryloylamino)hexyltrimethylammonium iodide [I-].C(C(=C)C)(=O)NCCCCCC[N+](C)(C)C